cis-6-((4-chloro-3-(1-methyl-1H-1,2,4-triazol-3-yl)phenyl)carbamoyl)-3-methyl-6-azabicyclo[3.1.1]heptane-1-carboxylic acid ClC1=C(C=C(C=C1)NC(=O)N1C2CC(CC1(C2)C(=O)O)C)C2=NN(C=N2)C